C(C)(C)(C)N1CCN(CC1)C1=C(C=CC(=C1)S(=O)(=O)C1=CNC2=CC(=CC=C12)Br)OC tert-butyl-4-(5-((6-bromo-1H-indol-3-yl)sulfonyl)-2-methoxyphenyl)piperazine